FC(COCCC=O)F 3-(2,2-difluoroethoxy)propanal